4-amino-6-((3-fluorophenyl)amino)-N-(m-tolyl)picolinamide NC1=CC(=NC(=C1)NC1=CC(=CC=C1)F)C(=O)NC=1C=C(C=CC1)C